C(C)(C)(C)OC(=O)N1CCN(CC1)C(COC1=CC(=C(C=C1)C=O)Cl)=O.C1(CCCCC1)SCC(=O)N1CCN(CC1)C(=O)[C@H]1[C@@H](C1)C1=CC=CC=C1 2-(cyclohexylthio)-1-(4-((1R,2R)-2-phenylcyclopropane-1-carbonyl)piperazin-1-yl)ethan-1-one tert-butyl-4-(2-(3-chloro-4-formylphenoxy)acetyl)piperazine-1-carboxylate